3-[(2,3-dihydrothieno[3,4-b]-[1,4]dioxin-2-yl)methoxy]-1-isopropyl-1-propanesulfonic acid sodium salt [Na+].O1C=2C(OCC1COCCC(S(=O)(=O)[O-])C(C)C)=CSC2